ClC=1C=C(C=C(C1)C#N)N1C(N(C(C1=O)C(C)C)C=1N=C2N(CCSC3=C2C=CC(=C3)N3[C@@H](CCC3)C(=O)N)C1)=O (2S)-1-(2-(3-(3-chloro-5-cyanophenyl)-5-isopropyl-2,4-dioxoimidazolidin-1-yl)-5,6-dihydrobenzo[f]imidazo[1,2-d][1,4]thiazepin-9-yl)pyrrolidine-2-carboxamide